zinc-scandium [Sc].[Zn]